3-(2,2-difluoroethyl)-1-(5-(2-methoxypyrimidin-5-yl)pyrazin-2-yl)-1-(trans-4-((4-((3-methyloxetan-3-yl)oxy)-5-(trifluoromethyl)pyrimidin-2-yl)amino)cyclohexyl)urea FC(CNC(N([C@@H]1CC[C@H](CC1)NC1=NC=C(C(=N1)OC1(COC1)C)C(F)(F)F)C1=NC=C(N=C1)C=1C=NC(=NC1)OC)=O)F